BrCCCC#N 4-bromo-1-butanenitrile